C(O)(=O)OC(CC)C1=CC=CC=C1 phenylpropanol carbonate